BrC1=CC=C(C=C1)NC(N(C(C)C1=CNC(C2=CC=CC=C12)=O)C)=O 3-(4-bromophenyl)-1-methyl-1-(1-(1-oxo-1,2-dihydroisoquinolin-4-yl)ethyl)urea